ClC1=NC(=C2N=CN(C2=N1)[C@@H]1O[C@@H]([C@H]([C@H]1O)O)CO)N1CC2(C3=CC(=CC=C13)F)CCCC2 (2R,3R,4S,5R)-2-[2-chloro-6-(5'-fluorospiro[cyclopentane-1,3'-indoline]-1'-yl)purin-9-yl]-5-(hydroxymethyl)tetrahydrofuran-3,4-diol